N1N=CC2=CC(=CC=C12)B(O)O 1H-INDAZOLE-5-BORONIC ACID